CC1=NC=2N(C(=C1)C)N=CC2C(=O)O 5,7-Dimethylpyrazolo[1,5-A]Pyrimidine-3-Carboxylic Acid